ClC1=C(C(=O)NC(NC=2C(=NC=CC2C)C)=O)C=C(C(=N1)Cl)F 2,6-dichloro-N-((2,4-dimethylpyridin-3-yl)carbamoyl)-5-fluoronicotinic acid amide